1-(prop-2-yl)-1,4-dihydroquinolin-4-one hydrochloride Cl.CC(C)N1C=CC(C2=CC=CC=C12)=O